O[C@@H](COC[C@H](C)OC1=C(C(NN=C1)=O)C(F)(F)F)C(N1CCN(CC1)C1=NC=C(C=N1)C(F)(F)F)=O 5-(((S)-1-((S)-2-hydroxy-3-oxo-3-(4-(5-(trifluoromethyl)pyrimidin-2-yl)piperazin-1-yl)propoxy)propan-2-yl)oxy)-4-(trifluoromethyl)pyridazin-3(2H)-one